CC=1C=C(C(=O)NC2CCC3=CC(=CC=C23)C=2N=C(OC2)C)C=CN1 2-methyl-N-(5-(2-methyloxazol-4-yl)-2,3-dihydro-1H-inden-1-yl)isonicotinamide